tert-butyl N-(3-amino-1-bicyclo[1.1.1]pentanyl)carbamate NC12CC(C1)(C2)NC(OC(C)(C)C)=O